CC=1N=C2N(C=C(C=C2C)C=2C=C(C=3N(C2)C=C(N3)C3CCNCC3)F)C1 6-(2,8-dimethylimidazo[1,2-a]pyridin-6-yl)-8-fluoro-2-(4-piperidyl)imidazo[1,2-a]pyridine